C[N+](CCO)(C)C trimethyl-(hydroxyethyl)ammonium